2-(2-((5-(3-(aminomethyl)phenyl)benzofuran-3-yl)methoxy)-5-methoxyphenyl)acetic acid NCC=1C=C(C=CC1)C=1C=CC2=C(C(=CO2)COC2=C(C=C(C=C2)OC)CC(=O)O)C1